cis-6-((3-(5-fluoropyridin-3-yl)-4-(trifluoromethyl)phenyl)carbamoyl)-3-methyl-6-azabicyclo[3.1.1]heptane-1-carboxylic acid FC=1C=C(C=NC1)C=1C=C(C=CC1C(F)(F)F)NC(=O)N1C2CC(CC1(C2)C(=O)O)C